C[C@H](CCCC(C)C)[C@H]1CC[C@@]2([C@@]1(CC[C@]34[C@H]2CC[C@@H]5[C@]3(C4)CCCC5(C)C)C)C The molecule is a triterpene that is lanostane in which there is a methylene bridge between the 5- and 9-positions. It derives from a hydride of a lanostane.